ClC=1C=C(OC2C(C(C2(C)C)NC(=O)C=2N=NC(=CC2)N2CCN(CC2)CC2=C(C=NC=C2)N2C(NC(CC2)=O)=O)(C)C)C=CC1C#N N-((1r,3r)-3-(3-chloro-4-cyanophenoxy)-2,2,4,4-tetramethylcyclobutyl)-6-(4-((3-(2,4-dioxotetrahydropyrimidin-1(2H)-yl)pyridin-4-yl)methyl)piperazin-1-yl)pyridazine-3-carboxamide